BrC=1C=C2C(=NC1)COCC2=O 3-bromo-6H-pyrano[3,4-b]pyridin-5(8H)-one